C(C)(=O)OC(C(COC(C)=O)C)COS(=O)(=O)ON1[C@@H]2CC[C@H](N(C1=O)C2)C(N)=O ((((((1R,2S,5R)-2-carbamoyl-7-oxo-1,6-diazabicyclo[3.2.1]octan-6-yl) oxy) sulfonyl) oxy) methyl)-2-methylpropan-1,3-diyl diacetate